(4-chloro-3-(hydroxymethyl)pyridin-2-yl)-7,7-dimethyl-3,4,7,8-tetrahydro-2H-cyclopenta[4,5]pyrrolo[1,2-a]pyrazine ClC1=C(C(=NC=C1)C1=C2N(CCN1)C=1C(=C2)CC(C1)(C)C)CO